2-(4-(bromomethyl)phenyl)acetonitrile BrCC1=CC=C(C=C1)CC#N